ClC=1C(=NC(=NC1)NC1=C(C=C(C(=O)NC2=C(C=CC=C2)C)C=C1)OC)C=1C=NN(C1)C(C)C 4-((5-chloro-4-(1-isopropyl-1H-pyrazol-4-yl)pyrimidin-2-yl)amino)-3-methoxy-N-(o-tolyl)benzamide